C1(=CC=C(C=C1)N(C1=CC=C(C=C1)C1=C(C=C(C=C1C1=CC=CC=C1)C1=CC=CC=C1)C1=CC=CC=C1)C1=CC=2C(C3=CC=CC=C3C2C=C1)(C1=CC=CC=C1)C1=CC=CC=C1)C1=CC=CC=C1 N-(Biphenyl-4-yl)-N-(9,9-diphenyl-9H-fluoren-2-yl)-N-[4-{(2,4,6-triphenyl)phenyl}phenyl]amine